diethenyl-benzene C(=C)C1=C(C=CC=C1)C=C